tert-butyl (2S,3R)-3-azido-2-(methoxy(methyl)carbamoyl)pyrrolidine-1-carboxylate N(=[N+]=[N-])[C@H]1[C@H](N(CC1)C(=O)OC(C)(C)C)C(N(C)OC)=O